4-tert-butylphenylboronic acid C(C)(C)(C)C1=CC=C(C=C1)B(O)O